OC1=C(C=CC=C1)C1=CC2=C(N=N1)C=C(S2)C2CC1(C2)CCN(CC1)C1=NOC(=C1)C(C(=O)O)C(C)C 2-(3-(2-(3-(2-hydroxyphenyl)thieno[3,2-c]pyridazin-6-yl)-7-azaspiro[3.5]nonan-7-yl)isoxazol-5-yl)-3-methylbutanoic acid